methyl 3-{[5-(3-fluorophenyl)pyrimidin-2-yl]amino}benzoate FC=1C=C(C=CC1)C=1C=NC(=NC1)NC=1C=C(C(=O)OC)C=CC1